IO hydrogen hypoiodite